C(C1=CC=CC=C1)OC1=C(C(=O)NC=2C=C3C=CN(C3=CC2)C)C=C(C(=C1)OCC1=CC=CC=C1)C(C)C 2,4-bis(benzyloxy)-5-isopropyl-N-(1-methyl-1H-indol-5-yl)benzamide